C(C1=CC=CC=C1)OCC(C(=O)O)CCC(=O)O 2-((benzyloxy)methyl)pentanedioic acid